FC=1C(=NC=C(C1)F)COC1=CC(N(C(=C1)C)C1=CC(=NC=C1C)C(=O)O)=O 4-((3,5-difluoropyridin-2-yl)methoxy)-5',6-dimethyl-2-oxo-2H-[1,4'-bipyridine]-2'-carboxylic acid